FC1=CC=C(C=C1)C1(C2CCN(CC12)C1=CN=C2C(=N1)NN=C2C=2C=CC=C1C=CC=NC21)CN (7-(4-fluorophenyl)-3-(3-(quinolin-8-yl)-1H-pyrazolo[3,4-b]pyrazin-6-yl)-3-azabicyclo[4.1.0]heptan-7-yl)methanamine